C(C)OC1=CN=CC(=N1)C=1C=CC(=NC1)NC([C@](CC)(C1=NC(=NC=C1)NS(=O)(=O)C)F)=O N-(5-(6-ethoxypyrazin-2-yl)pyridin-2-yl)-2-fluoro-2-(2-(methylsulfonamido)pyrimidin-4-yl)-(S)-butanamide